N-{bicyclo[1.1.1]pentan-1-yl}-5-(3,5-difluorophenyl)-6-methoxypyridine-3-carboxamide C12(CC(C1)C2)NC(=O)C=2C=NC(=C(C2)C2=CC(=CC(=C2)F)F)OC